CN(C)\C=C\1/C(CC(C1=O)(C)C)(C(=O)OCC)C(=O)OCC diethyl (E)-2-((dimethylamino)methylene)-4,4-dimethyl-3-oxocyclopentane-1,1-dicarboxylate